C(=C([2H])[2H])([2H])OC(C(O)C)=O vinyl-d3-lactate